2-bromo-6-methyl-5-(methyl-(tetrahydro-2H-pyran-4-yl)amino)indolizine-7-carbonitrile BrC=1C=C2C=C(C(=C(N2C1)N(C1CCOCC1)C)C)C#N